Methyl 4-(7-oxo-2,8,11-triazatricyclo[7.4.0.02,6]trideca-1(9),3,5,10,12-pentaen-8-yl)butanoate O=C1C2=CC=CN2C=2C=CN=CC2N1CCCC(=O)OC